N=1C=NN2C1C=CC(=C2)C2=CNC=1N=C(N=CC12)N 5-([1,2,4]triazolo[1,5-a]pyridin-6-yl)-7H-pyrrolo[2,3-d]pyrimidin-2-amine